2-((5-ethyl-2-((4-(piperazin-1-yl)phenyl)amino)pyrimidin-4-yl)amino)-6-((2-fluorobenzyl)oxy)benzonitrile C(C)C=1C(=NC(=NC1)NC1=CC=C(C=C1)N1CCNCC1)NC1=C(C#N)C(=CC=C1)OCC1=C(C=CC=C1)F